2-(6-chloro-5-(2-(trifluoromethoxy)phenyl)-1H-benzo[d]imidazol-2-yl)-2-(4-(ethylsulfonyl)phenyl)ethanol ClC=1C(=CC2=C(NC(=N2)C(CO)C2=CC=C(C=C2)S(=O)(=O)CC)C1)C1=C(C=CC=C1)OC(F)(F)F